(3-amino-6-(2-chloro-5-fluorophenyl)-2-methyl-8-oxo-2,6,7,8-tetrahydropyrrolo[3,4-g]indazol-5-yl)-3-fluoro-5-(trifluoromethyl)benzamide NC=1N(N=C2C3=C(C(=CC12)C1=C(C(=O)N)C=C(C=C1F)C(F)(F)F)C(NC3=O)C3=C(C=CC(=C3)F)Cl)C